P(=O)(O)(O)OC[C@@H]1[C@H]([C@H]([C@@H](O1)N1C=NC=2C(O)=NC=NC12)O)O inosin-5'-phosphate